C=C=C.[Ir] Iridium allen